1-(4-(1-cyclopropyl-1H-indol-3-yl)pyrimidin-2-yl)-N4-(2-(dimethylamino)ethyl)-2-methoxy-N4-Methyl-5-nitrobenzene-1,4-diamine C1(CC1)N1C=C(C2=CC=CC=C12)C1=NC(=NC=C1)C1(C(C=C(C(=C1)[N+](=O)[O-])N(C)CCN(C)C)OC)N